CC1=C(C=CC=C1C)N1CCN(CC1)C(CN1N=C(C2=C1CCC2)C(=O)N2CCC1(C(NC(N1)=O)=O)CC2)=O 8-(1-{2-[4-(2,3-Dimethylphenyl)piperazin-1-yl]-2-oxoethyl}-1,4,5,6-tetrahydrocyclopenta[c]pyrazol-3-carbonyl)-1,3,8-triazaspiro[4.5]decan-2,4-dion